1-(4-chlorobenzyl)-3-(1-ethyl-5-(4-((4-(2-hydroxyethyl)piperazin-1-yl)methyl)-1H-1,2,3-triazol-1-yl)-1H-indol-3-yl)urea ClC1=CC=C(CNC(=O)NC2=CN(C3=CC=C(C=C23)N2N=NC(=C2)CN2CCN(CC2)CCO)CC)C=C1